Br.C(C=C)(=O)NN acrylyl-hydrazine hydrogen bromide